(S*)-6-(4-fluoro-2-methyl-phenyl)-1-(2-hydroxybutyl)-3H-imidazo[4,5-b]Pyridin-2-one FC1=CC(=C(C=C1)C=1C=C2C(=NC1)NC(N2C[C@H](CC)O)=O)C |o1:17|